9,9'-(4,6-bis(2,6-diphenylpyridin-4-yl)-2-(3-(6-phenylpyridin-2-yl)-9H-carbazol-9-yl)-1,3-phenylene)bis(9H-carbazole) C1(=CC=CC=C1)C1=NC(=CC(=C1)C1=C(C(=C(C(=C1)C1=CC(=NC(=C1)C1=CC=CC=C1)C1=CC=CC=C1)N1C2=CC=CC=C2C=2C=CC=CC12)N1C2=CC=CC=C2C=2C=C(C=CC12)C1=NC(=CC=C1)C1=CC=CC=C1)N1C2=CC=CC=C2C=2C=CC=CC12)C1=CC=CC=C1